Lithium N-methylalaninate CN[C@@H](C)C(=O)[O-].[Li+]